1-(3-(2,5-difluoro-3-nitrophenyl)-1-methyl-1H-pyrazol-4-yl)-N-methylethan-1-amine FC1=C(C=C(C=C1[N+](=O)[O-])F)C1=NN(C=C1C(C)NC)C